C(C1=CC=CC=C1)OC1(C2=NN=C(C3=C(C=C(C(N4S(CCC4CC=CCC1)(=O)=O)=N3)C(F)(F)F)[N+](=O)[O-])O2)C(F)(F)F 6-Benzyloxy-20-nitro-6,18-bis(trifluoromethyl)-22-oxa-15λ6-thia-3,4,16,21-tetrazatetracyclo[15.3.1.12,5.012,16]docosa-1(20),2,4,9,17(21),18-hexaene 15,15-dioxide